ClC1=C(C=C2C=C(C(NC2=C1)=O)C=1C=C(C=CC1)CC(=O)O)C1=CC=C2C=NNC2=C1 2-(3-(7-chloro-6-(1H-indazol-6-yl)-2-oxo-1,2-dihydroquinolin-3-yl)phenyl)acetic acid